2-amino-4-(butylamino)pyrimidine NC1=NC=CC(=N1)NCCCC